C(=O)(O)C1=C(OC2=CC(=CC=C2)OC2=C(C(=CC=C2)C(=O)O)C(=O)O)C=CC=C1C(=O)O 1,3-bis(2,3-dicarboxyphenoxy)benzene